C(CC)(=O)N1CCC2=CC(=CC=C12)C=1C=NC(=NC1)C(=O)OC methyl 5-(1-propionylindolin-5-yl)pyrimidine-2-carboxylate